4,4'-methylenebis(N,N-diglycidyloxyaniline) C(C1=CC=C(N(OCC2CO2)OCC2CO2)C=C1)C1=CC=C(N(OCC2CO2)OCC2CO2)C=C1